5,5,6,6,6-pentafluorohexyl 8-bromooctanoate BrCCCCCCCC(=O)OCCCCC(C(F)(F)F)(F)F